FC1=C(C=C(C(=C1)[C@H]1[C@H](CCC2=CC(=CC=C12)O)C1=CC=CC=C1)OC)N1CCC2(C[C@@H](CO2)C=O)CC1 (3S)-8-[2-fluoro-4-[(1S,2S)-6-hydroxy-2-phenyl-tetralin-1-yl]-5-methoxy-phenyl]-1-oxa-8-azaspiro[4.5]decane-3-carbaldehyde